N-(6-chloropyridin-3-yl)-6-((2-methoxypyrimidin-5-yl)methoxy)isoquinolin-1-amine ClC1=CC=C(C=N1)NC1=NC=CC2=CC(=CC=C12)OCC=1C=NC(=NC1)OC